C(C)(C)(C)OC(=O)NCC#CC1=C(C=CC(=C1F)F)NC1=C(C(=O)O)C=C(C=C1)C(F)(F)F 2-((2-(3-((tert-butoxycarbonyl)amino)prop-1-yn-1-yl)-3,4-difluorophenyl)amino)-5-(trifluoromethyl)benzoic acid